trans-4-(2-Acetamidoacetamido)-N-(3-(1-cyclopropyl-1H-pyrazol-4-yl)phenyl)-N-((trans-4-(4-methoxy-3-methylphenyl)cyclohexyl)methyl)cyclohexanecarboxamide C(C)(=O)NCC(=O)N[C@@H]1CC[C@H](CC1)C(=O)N(C[C@@H]1CC[C@H](CC1)C1=CC(=C(C=C1)OC)C)C1=CC(=CC=C1)C=1C=NN(C1)C1CC1